7-(((benzyloxy)carbonyl)(methyl)amino)-2-(3-iodophenyl)-6,6-dimethylheptanoic acid C(C1=CC=CC=C1)OC(=O)N(CC(CCCC(C(=O)O)C1=CC(=CC=C1)I)(C)C)C